C(C)OC(=O)C=1N=C2N(C(=NC(=C2Br)C2=CC(=CC=C2)C#N)SC)C1 8-bromo-7-(3-cyanophenyl)-5-(methylsulfanyl)imidazo[1,2-c]pyrimidine-2-carboxylic acid ethyl ester